CC1=C(C(=C(C1([Hf]C1(C=CC2=CC=3CCCC3C=C12)CC(C)C)C)C)C)C pentamethylcyclopentadienyl-(1-isobutyl-1,5,6,7-tetrahydro-s-indacenyl)hafnium